ClC=1N=C(C2=C(N1)C(=C(N=C2)C2=CC(=CC1=CC=CC=C21)OCOC)F)Cl 2,4-dichloro-8-fluoro-7-[3-(methoxymethoxy)-1-naphthyl]pyrido[4,3-d]pyrimidine